2-(2-fluorophenyl)-4,5-diphenyl-imidazole FC1=C(C=CC=C1)C=1NC(=C(N1)C1=CC=CC=C1)C1=CC=CC=C1